[Cl-].C[N+](CCCCCCCC)(CCCCCCCC)CCCCCCCC methyl-tris(1-octyl)ammonium chloride